CN(CCC1=CNC2=CC=CC(=C12)OCCC(C(=O)O)(C)C)C.NC1=CC=C(OC2=CC(=CC=C2)OC2=CC=C(C=C2)N)C=C1 1,3-di(4-aminophenoxy)benzene ((3-(2-(Dimethylamino)ethyl)-1H-indol-4-yl)oxy)methyl-pivalate